FC(C(=O)O)(F)F.FC=1C=C(C=O)C=CC1SC1CCNCC1 3-Fluoro-4-(piperidin-4-ylsulfanyl)benzaldehyde trifluoroacetate salt